O=C1N(CC2=CC(=CC=C12)OC1C(CCCC1)N1CCCCC1)C1C(NC(CC1)=O)=O 3-(1-oxo-5-((2-(piperidin-1-yl)cyclohexyl)oxy)isoindolin-2-yl)piperidine-2,6-dione